1,1'-biphenyl-2,4'-dicarboxylic acid C=1(C(=CC=CC1)C(=O)O)C1=CC=C(C=C1)C(=O)O